N-(2-aminoethyl)-2,2,4-trimethyl-1-aza-silacyclopentane NCCN1[Si](CC(C1)C)(C)C